5-chloro-2-bis(Boc)amino-7-methoxythiazolo[5,4-b]pyridine ClC1=CC(=C2C(=N1)SC(=N2)N(C(=O)OC(C)(C)C)C(=O)OC(C)(C)C)OC